F[C@]12[C@H]3CC[C@@]4([C@H](CC[C@H]4[C@@H]3CC[C@@H]2C[C@](CC1)(C)O)C(CN1N=C(N=N1)C)=O)C 1-((3R,5R,8S,9S,10R,13S,14S,17S)-10-Fluoro-3-hydroxy-3,13-dimethylhexadecahydro-1H-cyclopenta[a]phenanthren-17-yl)-2-(5-methyl-2H-tetrazol-2-yl)ethan-1-one